diethyl(oct-7-en-1-yl)aluminum C(C)[Al](CCCCCCC=C)CC